N-(4-((2-(1,1-difluoroethyl)-6-methylpyrimidin-4-yl)amino)-5-(6,7-dihydro-5H-pyrazolo[5,1-b][1,3]oxazin-3-yl)pyridin-2-yl)acetamide FC(C)(F)C1=NC(=CC(=N1)NC1=CC(=NC=C1C=1C=NN2C1OCCC2)NC(C)=O)C